Aluminum chloride [Al](Cl)(Cl)Cl